racemic-ethyl (1S,2S)-2-(5-chloro-3-fluoro-2-pyridyl)cyclopropanecarboxylate ClC=1C=C(C(=NC1)[C@@H]1[C@H](C1)C(=O)OCC)F |r|